7-(1-(3,8-diazabicyclo[3.2.1]octane-3-carbonyl)cyclobutoxy)-4-(2-chloro-4-fluorophenyl)-2H-chromen-2-one C12CN(CC(CC1)N2)C(=O)C2(CCC2)OC2=CC=C1C(=CC(OC1=C2)=O)C2=C(C=C(C=C2)F)Cl